[2-(3-hydroxymethyl-2,2-dimethylcyclobutylidene)propyl]triphenylphosphine bromide [Br-].OCC1C(C(C1)=C(CC1=C(C=CC=C1)P(C1=CC=CC=C1)C1=CC=CC=C1)C)(C)C